C(=O)(OCC1C2=CC=CC=C2C2=CC=CC=C12)C1(CC1)C=1N=NNC1CN Fmoc-aminomethyl-cyclopropyl-triazole